tert-butyl 3-(1-oxoindan-5-yl)azetidine-1-carboxylate O=C1CCC2=CC(=CC=C12)C1CN(C1)C(=O)OC(C)(C)C